ClC=1C(=NC=C(C1)Cl)N1CCC(CC1)C(=O)NCC1=C(C(=C(C=C1)C(F)(F)F)C=1NC(C=C(N1)C(F)(F)F)=O)F 1-(3,5-dichloropyridin-2-yl)-N-{2-fluoro-3-[6-oxo-4-(trifluoromethyl)-1,6-dihydropyrimidin-2-yl]-4-(trifluoromethyl)benzyl}piperidine-4-carboxamide